C1(CC1)C1=CC2=C(C(N(N=C2C(C)C)CC(=O)O)=O)C=N1 2-(7-cyclopropyl-1-isopropyl-4-oxo-pyrido[3,4-d]pyridazin-3-yl)acetic acid